1-{4-[(3aR,9bR)-7-[(2-chloro-5-fluorophenyl)methoxy]-9b-(4-fluorobenzenesulfonyl)-1H,2H,3H,3aH,4H,5H,9bH-benzo[e]indole-3-carbonyl]piperidin-1-yl}ethan-1-one ClC1=C(C=C(C=C1)F)COC1=CC2=C([C@@]3(CCN([C@@H]3CC2)C(=O)C2CCN(CC2)C(C)=O)S(=O)(=O)C2=CC=C(C=C2)F)C=C1